3-(3,6-dihydro-2H-pyran-4-yl)-1-(methyl-d3)-N-(7-methyl-[1,2,4]triazolo[1,5-a]pyridin-6-yl)-1H-pyrazolo[4,3-d]pyrimidin-5-amine O1CCC(=CC1)C1=NN(C2=C1N=C(N=C2)NC=2C(=CC=1N(C2)N=CN1)C)C([2H])([2H])[2H]